Sodium 1-octanesulfonate C(CCCCCCC)S(=O)(=O)[O-].[Na+]